FC(OC=1C=C(C=CC1)[C@H](C)NC(=O)NC1CC2(C1)CCC2)F 1-[(S)-1-(3-difluoromethoxy-phenyl)-ethyl]-3-spiro[3.3]hept-2-yl-urea